N[C@@H](CC(=O)[O-])C(=O)[O-].[K+].[K+] potassium aspartate